ClC1=CC=C(COC2=NN=C(S2)NC(C2=C(C=NC=C2)C2=C(C=CC=C2OC2COC2)F)=O)C=C1 N-(5-((4-chlorobenzyl)oxy)-1,3,4-thiadiazol-2-yl)-3-(2-fluoro-6-(oxetan-3-yloxy)phenyl)isonicotinamide